1-(4-(3-chlorobenzyl)-3,4-dihydroquinoxaline-1(2H)-yl)-3-(pyrrolidin-1-yl)propan-1-one ClC=1C=C(CN2CCN(C3=CC=CC=C23)C(CCN2CCCC2)=O)C=CC1